methyl 8-((2-cyano-4-METHYLPHENYL) amino)-8-oxooctanoate C(#N)C1=C(C=CC(=C1)C)NC(CCCCCCC(=O)OC)=O